ClC=1C=C(C=C(C1OCCOCCOC=1C=C2C(N(C(C2=CC1)=O)C1C(NC(CC1)=O)=O)=O)C#N)C(C)(C)C1=CC=C(C=C1)C=1C=C2C=NC(=NC2=CC1)NS(=O)(=O)C N-[6-[4-[1-[3-chloro-5-cyano-4-[2-[2-[2-(2,6-dioxo-3-piperidyl)-1,3-dioxo-isoindolin-5-yl]oxyethoxy]ethoxy]phenyl]-1-methyl-ethyl]phenyl]quinazolin-2-yl]methanesulfonamide